1-[4-(cyanomethyl)-1-[[4-(4-ethylphenyl)phenyl]methyl]-4-piperidyl]-3-(cyclopropanecarbonylamino)pyrazole-4-carboxamide C(#N)CC1(CCN(CC1)CC1=CC=C(C=C1)C1=CC=C(C=C1)CC)N1N=C(C(=C1)C(=O)N)NC(=O)C1CC1